5-{7-methyl-7-[(2R)-2-methylpyrrolidin-1-yl]-6,7,8,9-tetrahydro-5H-benzo[7]annulen-2-yl}-1H-pyrrole CC1(CCC2=C(CC1)C=C(C=C2)C2=CC=CN2)N2[C@@H](CCC2)C